CC1(OB(OC1(C)C)C1=CC(CCC1)=O)C 3-(4,4,5,5-tetramethyl-1,3,2-dioxaborolan-2-yl)cyclohex-2-enone